6-oxo-1,4-oxazepan-4-carboxylic acid tert-butyl ester C(C)(C)(C)OC(=O)N1CCOCC(C1)=O